1-allyl-2-(phenoxycarbonyl)benzene C(C=C)C1=C(C=CC=C1)C(=O)OC1=CC=CC=C1